[3-(1-amino-4-propan-2-ylphthalazin-6-yl)phenyl]boronic acid hydrochloric acid salt Cl.NC1=NN=C(C2=CC(=CC=C12)C=1C=C(C=CC1)B(O)O)C(C)C